CC1(CC(OC(=C1)C1=[N+](N(C2=CC3=C(C=C12)C=CC=C3)C)[O-])=O)C 3-(4,4-Dimethyl-2-oxo-3,4-dihydro-2H-pyran-6-yl)-1-methyl-1H-benzo[f]indazole 2-oxide